FC=1C=C(C#N)C=CC1O[C@@H](COC1=CC(=CC=C1)C1=CC=NN1C)C (R)-3-fluoro-4-((1-(3-(1-methyl-1H-pyrazol-5-yl)phenoxy)propan-2-yl)oxy)benzonitrile